(S)-1-chloro-3-[(4-chloro-E-benzylidene)-amino]-propionaldehyde ClC(CC/N=C/C1=CC=C(C=C1)Cl)=O